BrC=1C(=C(N2C1C(NCC2)=O)I)C2=CC=NC=C2 8-bromo-6-iodo-7-(pyridin-4-yl)-3,4-dihydropyrrolo[1,2-a]pyrazin-1(2H)-one